Ethyl 3-(1-(4-chloro-3-(difluoromethoxy) benzyl)-3-(ethoxycarbonyl) thioureido)-5-phenyl-1H-pyrrole-2-carboxylate ClC1=C(C=C(CN(C(=S)NC(=O)OCC)C2=C(NC(=C2)C2=CC=CC=C2)C(=O)OCC)C=C1)OC(F)F